2,2'-bis(2-chlorophenyl)-4,4',5,5'-tetrakis(4-ethoxycarbonylphenyl)-1,2'-biimidazole ClC1=C(C=CC=C1)C=1N(C(=C(N1)C1=CC=C(C=C1)C(=O)OCC)C1=CC=C(C=C1)C(=O)OCC)C1(N=C(C(=N1)C1=CC=C(C=C1)C(=O)OCC)C1=CC=C(C=C1)C(=O)OCC)C1=C(C=CC=C1)Cl